N-(2-(dimethylamino)ethyl)pyrimidine-5-carboxamide CN(CCNC(=O)C=1C=NC=NC1)C